3-(3-methoxyphenyl)-6-{4-[4-(propan-2-yl)piperazin-1-yl]phenyl}-1,2-dihydroquinolin-2-one COC=1C=C(C=CC1)C=1C(NC2=CC=C(C=C2C1)C1=CC=C(C=C1)N1CCN(CC1)C(C)C)=O